hexaethylphosphoric acid triamide C(C)N(P(N(CC)CC)(N(CC)CC)=O)CC